C1(CCCCC1)N(C1=CC(N(C2=CC=C(N=C12)OC)C)=O)C 4-[cyclohexyl(methyl)amino]-6-methoxy-1-methyl-2-oxo-1,2-dihydro-1,5-naphthyridine